tert-butyl (2-fluoro-3-nitrophenyl)carbamate FC1=C(C=CC=C1[N+](=O)[O-])NC(OC(C)(C)C)=O